3-[2-(2-aminoethylamino)ethyl]propyl-trimethoxysilane sodium citrate C(CC(O)(C(=O)[O-])CC(=O)[O-])(=O)[O-].[Na+].NCCNCCCCC[Si](OC)(OC)OC.[Na+].[Na+]